COC1=C(C=C(C=C1)NCCO)N 1-methoxy-2-amino-4-[(beta-hydroxyethyl)amino]benzene